FC1=CC(=CC2=CN(N=C12)C)C1=CC2=NN(C=C2S1)COCC[Si](C)(C)C 7-fluoro-2-methyl-5-(2-[[2-(trimethylsilyl)ethoxy]methyl]thieno[3,2-c]pyrazol-5-yl)indazole